BrCCN1N=CN(C1=O)C1=CC=C(C=C1)Cl 2-(2-bromoethyl)-2,4-dihydro-4-(4-chlorophenyl)-3H-1,2,4-triazol-3-one